C(C=C)N 2-Propen-1-amine